(R)-N-((S)-1'-(5-((5-chloro-4-oxo-3,4-dihydroquinazolin-6-yl)thio)pyrazin-2-yl)-5,7-dihydrospiro[cyclopenta[b]pyridine-6,4'-piperidine]-5-yl)-2-methylpropane-2-sulfinamide ClC1=C2C(NC=NC2=CC=C1SC=1N=CC(=NC1)N1CCC2(CC1)[C@@H](C=1C(=NC=CC1)C2)N[S@](=O)C(C)(C)C)=O